3-{cis-3-[(2-amino-5-pyrimidinyl)oxy]cyclopentyl}-1-[5-(trifluoromethyl)-3-pyridinyl]-2,4-imidazolidinedione NC1=NC=C(C=N1)O[C@H]1C[C@H](CC1)N1C(N(CC1=O)C=1C=NC=C(C1)C(F)(F)F)=O